(2S,4S)-N-(2-amino-1-(1-methyl-2-oxo-1,2-dihydroquinolin-4-yl)-2-oxoethyl)-1-((S)-3,3-dimethyl-2-(2,2,2-trifluoroacetamido)butanoyl)-4-propylpyrrolidine-2-carboxamide NC(C(C1=CC(N(C2=CC=CC=C12)C)=O)NC(=O)[C@H]1N(C[C@H](C1)CCC)C([C@H](C(C)(C)C)NC(C(F)(F)F)=O)=O)=O